NCC[Si](OC)(OC)OC 2-Aminoethyl-trimethoxysilan